1-(4,6-Difluoro-2'-hydroxy-[1,1'-biphenyl]-3-yl)naphthalen-2-ol Zinc(II) hexanoate C(CCCCC)(=O)[O-].[Zn+2].FC1=C(C=C(C(=C1)F)C1=C(C=CC=C1)O)C1=C(C=CC2=CC=CC=C12)O.C(CCCCC)(=O)[O-]